N-[2-(2-Ethoxy-6-methoxybenzoimidazol-1-yl)ethyl]propionamide C(C)OC1=NC2=C(N1CCNC(CC)=O)C=C(C=C2)OC